1-(4-(2,6-dioxopiperidin-3-yl)-3,5-difluorophenyl)azetidin-3-yl((1-methylpiperidin-4-yl)methyl)carbamate O=C1NC(CCC1C1=C(C=C(C=C1F)N1CC(C1)N(C([O-])=O)CC1CCN(CC1)C)F)=O